3-((2-(bis(2,4-dimethoxybenzyl)amino)oxazolo[4,5-c]pyridin-7-yl)amino)-1-((S)-6,8-dichloro-1-methyl-3,4-dihydroisoquinolin-2(1H)-yl)-2-hydroxypropan-1-one COC1=C(CN(C=2OC3=C(C=NC=C3NCC(C(=O)N3[C@H](C4=C(C=C(C=C4CC3)Cl)Cl)C)O)N2)CC2=C(C=C(C=C2)OC)OC)C=CC(=C1)OC